C1(CC1)N1N=CC(=C1)[C@@H]1OCCC(C1)C=1N=C(C2=C(N1)N=C(S2)N(C)C)C2=C(C(=C(C=C2)F)F)F 5-[(2R)-2-(1-cyclopropylpyrazol-4-yl)tetrahydropyran-4-yl]-N,N-dimethyl-7-(2,3,4-trifluorophenyl)thiazolo[4,5-d]pyrimidin-2-amine